2-chloro-4-methyl-5-(1-(4-nitro-1H-pyrazol-1-yl)ethyl)pyridin-3-ol ClC1=NC=C(C(=C1O)C)C(C)N1N=CC(=C1)[N+](=O)[O-]